Cl.C1(=CC=CC=C1)C1=NN(C(=C1CCC)O)C1=NC=CC=C1 phenyl-4-propyl-1-(pyridin-2-yl)-1H-pyrazole-5-ol hydrochloride